methyl (2S,3S,4S,5R)-3-(5-chloro-3,4-difluoro-2-hydroxy-phenyl)-4,5-dimethyl-5-(trifluoromethyl)tetrahydrofuran-2-carboxylate ClC=1C(=C(C(=C(C1)[C@H]1[C@H](O[C@]([C@H]1C)(C(F)(F)F)C)C(=O)OC)O)F)F